C(C)(C)N(CCC1=CNC2=C(C=CC=C12)OC(CC(=O)O)=O)C(C)C 3-((3-(2-(diisopropylamino)ethyl)-1H-indol-7-yl)oxy)-3-oxopropionic acid